4-(2'-hydroxypropoxy)phenylpropane OC(COC1=CC=C(C=C1)CCC)C